ClC=1C=C(C=CC1)[C@@H]1N(OCC1)C1=CC(=NC=N1)NC=1C(=CC(=C(C1)NC(C=C)=O)N1CCN(CC1)N1CCN(CC1)C)OC N-(5-((6-((R)-3-(3-chlorophenyl)isoxazolidine-2-yl)pyrimidine-4-yl)amino)-4-methoxy-2-(4-(4-methylpiperazine-1-yl)piperazine-1-yl)phenyl)acrylamide